CN1C(N(C=2N(C(=NC2C1=O)SCC(=O)O)CCC1=CC=CC=C1)C)=O 2-[1,3-dimethyl-2,6-dioxo-9-(2-phenylethyl)purin-8-yl]sulfanylacetic acid